N1=C(C=NC=C1)C=1C=CC=C2[C@@H](CCOC12)CNC(OC(C)(C)C)=O (R)-tert-butyl (8-(pyrazin-2-yl)chroman-4-yl)methylcarbamate